N1=CC=CC2=CC(=CC=C12)C=1NC=2C(=C3C=CC=NC3=C3N=CC=CC23)N1 2-(quinolin-6-yl)-1H-imidazo[4,5-f][1,10]phenanthroline